2-(4-methyl-benzyl)-1-(4-morpholin-4-yl-phenyl)-butan-1-one CC1=CC=C(CC(C(=O)C2=CC=C(C=C2)N2CCOCC2)CC)C=C1